O1CC(CCC1)CN tetrahydropyran-3-ylmethanamine